BrC=1C=CC=2N(C3=CC=C(C=C3C2C1)Br)CC(CCCC)CC 3,6-dibromo-9-(2-ethylhexyl)-9H-carbazole